C(C)(=O)C1=NC=CC(=N1)COC1=CC=C(C=C1)C(C)(C)C1=CC=C(OC[C@H]2N(CC2)C=2C=C3C(N(C(C3=CC2)=O)C2C(NC(CC2)=O)=O)=O)C=C1 5-((S)-2-((4-(2-(4-((2-acetylpyrimidin-4-yl)methoxy)phenyl)propan-2-yl)phenoxy)methyl)azetidin-1-yl)-2-(2,6-dioxopiperidin-3-yl)isoindoline-1,3-dione